C1=CC=CC2=C1C(C1=C3C4=C(C5=CC=CC=C5C(C4=CC=C23)=O)C=C1)=O dibenzo[c,pqr]tetraphen-7,14-dione